C(C)(C)(C)[S@@](=O)\N=C(/C)\C1=C(O[C@H](CNC(OC(C)(C)C)=O)C)C=CC(=C1)F tert-butyl ((S)-2-(2-((E)-1-(((R)-tert-butylsulfinyl)imino)-ethyl)-4-fluorophenoxy)propyl)carbamate